(4-(4-(3-chloro-4-methoxypyrazolo[1,5-a]pyridin-6-yl)-5-methyl-1H-pyrazol-1-yl)piperidin-1-yl)(3-fluoroazetidin-3-yl)methanone ClC=1C=NN2C1C(=CC(=C2)C=2C=NN(C2C)C2CCN(CC2)C(=O)C2(CNC2)F)OC